BrC1=C(C=CC(=C1)F)CC1(CCN(CC1)C(=O)OC(C)(C)C)C#N tert-butyl 4-[(2-bromo-4-fluoro-phenyl)methyl]-4-cyano-piperidine-1-carboxylate